NC(C(=O)N1CCC(CC1)C=1C=C2C(=C(NC2=CC1)C1=CC(=NC(=C1)C)C)C(C)C)(C)C 2-amino-1-(4-(2-(2,6-dimethylpyridin-4-yl)-3-isopropyl-1H-indol-5-yl)piperidin-1-yl)-2-methylpropan-1-one